C1(CCC1)C1=CC=CC=C1 CYCLOBUTYLBENZENE